C(C1=CC=CC=C1)(=O)O[C@H]1[C@@H](O[C@@H]([C@H]1OC(C1=CC=CC=C1)=O)COC(C1=CC=CC=C1)=O)N1N=C2C=CCNC=3C2=C1N=CN3 2-(2,3,5-Tri-O-benzoyl-β-D-ribofuranosyl)-6,7-dihydro-2H-1,2,3,5,6-pentaazabenzo[cd]azulene